N[C@@H]1CN(CC[C@H]1F)C1=NC2=C(N1CC(=O)N(CC(F)(F)F)C)C=C(C=C2F)F 2-(2-((3R,4R)-3-amino-4-fluoropiperidin-1-yl)-4,6-difluoro-1H-benzo[d]imidazol-1-yl)-N-methyl-N-(2,2,2-trifluoroethyl)acetamide